C(C)(=O)O.C(C)(=O)O.[N+](=O)([O-])C1=CC=C(O1)C=O 5-nitro-2-furaldehyde diacetate